C1=CC=C2C(=C1)C(=CC=C2N=NC3=CC(=C(C=C3)/C=C/C4=C(C=C(C=C4)N=NC5=CC=C(C6=CC=CC=C65)N)S(=O)(=O)O)S(=O)(=O)O)N 4,4'-bis(4-amino-1-naphthylazo)-2,2'-stilbenesulfonic acid